BrC(C(=O)OCCO[C@H]1C[C@@H](C2=C(N(N=C2C(F)(F)F)C2=CC=C(C(=O)OCCOC(C(C)(C)Br)=O)C=C2)O1)C=1OC=CC1)(C)C 2-((2-bromo-2-methylpropanoyl)oxy)ethyl 4-((4S,6R)-6-(2-((2-bromo-2-methylpropanoyl)oxy)ethoxy)-4-(furan-2-yl)-3-(trifluoromethyl)-5,6-dihydropyrano[2,3-c]pyrazol-1(4H)-yl)benzoate